4-(6-(4-Amino-4-(hydroxymethyl)piperidin-1-yl)-1H-pyrazolo[3,4-b]pyrazin-3-yl)-3-chloropyridin-2-ol NC1(CCN(CC1)C1=CN=C2C(=N1)NN=C2C2=C(C(=NC=C2)O)Cl)CO